Cl.N1=CC=CC2=CC(=CC=C12)N1C=CC2=C(C=CC=C12)CN1CCSCC1 ((1-(quinolin-6-yl)-1H-indol-4-yl)methyl)thiomorpholine hydrochloride